2,5-dimethoxy-1,4-benzenediol COC1=C(C=C(C(=C1)O)OC)O